The molecule is the 3-dehydro derivative of L-threonic acid. It is a ketoaldonic acid, a dihydroxy monocarboxylic acid and a 3-oxo monocarboxylic acid. It derives from a L-threonic acid. It is a conjugate acid of a (R)-2,4-dihydroxy-3-oxobutanoate. It is an enantiomer of a (S)-2,4-dihydroxy-3-oxobutanoic acid. C(C(=O)[C@H](C(=O)O)O)O